C1=2CNCCNCCNCC(=CC=C1)N2 3,6,9,15-tetraazabicyclo[9.3.1]-pentadecane-1(15),11,13-triene